5-(aminomethyl)-4-methoxypicolinic acid methyl ester COC(C1=NC=C(C(=C1)OC)CN)=O